CC(C(=O)O)(CCCOC1=C(C=CC(=C1)C)C)C 2,2-dimethyl-5-(2,5-dimethylphenoxy)pentanoic acid